(1S,2R,4aS,6aS,6bR,8aR,14aR,14bR,16bS)-1,2,6a,6b,9,9,14a-heptamethyl-1,2,3,4,4a,5,6,6a,6b,7,8,8a,9,14,14a,14b,15,16b-octadecahydrochryseno[1,2-g]quinoline-4a-carboxylic acid C[C@H]1[C@@H](CC[C@@]2(CC[C@]3([C@@]4(CC[C@@H]5[C@](CC=6C=CC=NC6C5(C)C)([C@H]4CC=C3[C@H]12)C)C)C)C(=O)O)C